5-(cyclopentylidenemethyl)-6-cyclopropyl-4-hydroxy-pyridine-3-carboxylic acid methyl ester COC(=O)C=1C=NC(=C(C1O)C=C1CCCC1)C1CC1